6-(3-amino-3-methylbut-1-yn-1-yl)-4-(6-(6-((6-Methoxypyridin-3-yl)methyl)-3,6-diazabicyclo[3.1.1]heptan-3-yl)pyridin-3-yl)pyrazolo[1,5-a]pyridine-3-carbonitrile NC(C#CC=1C=C(C=2N(C1)N=CC2C#N)C=2C=NC(=CC2)N2CC1N(C(C2)C1)CC=1C=NC(=CC1)OC)(C)C